C(CCC)[Sn](C#C[Sn](CCCC)(CCCC)CCCC)(CCCC)CCCC 1,2-bis(tributylstannyl)acetylene